FC(OC[C@H]1N(C[C@H](C1)OC1=CC=C(C=C1)C(F)(F)F)C1=NC=C(C(=O)O)C=C1F)F 6-((2S,4S)-2-((Difluoromethoxy)methyl)-4-(4-(trifluoromethyl)phenoxy)pyrrolidin-1-yl)-5-fluoronicotinic acid